C(C)(C)(C)OC(=O)N1CC(C(CC1)N1CC2=CN=CC=C2CC1)(F)F 4-(3,4-dihydro-2,7-naphthyridin-2(1H)-yl)-3,3-difluoropiperidine-1-carboxylic acid tert-butyl ester